6-(2-amino-5-(4-(azetidin-3-ylsulfonyl)phenyl)-6-fluoropyridin-3-yl)-3,4-dihydroisoquinolin-1(2H)-one NC1=NC(=C(C=C1C=1C=C2CCNC(C2=CC1)=O)C1=CC=C(C=C1)S(=O)(=O)C1CNC1)F